FC(C1=NN(C(=C1)C(=O)O)C)F 3-(difluoromethyl)-1-methyl-1H-pyrazole-5-carboxylic acid